C1(CC1)C([C@@H](C=1N=C2N(N=CC(=C2)[C@@H](COC)N2C(NCC(C2)(F)F)=O)C1)NC(OC(C)(C)C)=O)C1CC1 tert-Butyl ((S)-2,2-dicyclopropyl-1-(7-((S)-1-(5,5-difluoro-2-oxotetrahydropyrimidin-1(2H)-yl)-2-methoxyethyl)imidazo[1,2-b]pyridazin-2-yl)ethyl)carbamate